2-[(2,6-difluoro-4-pyridyl)-(2-methylsulfonylpropan-oyl)amino]-N-(2,2-dimethylcyclobutyl)-5-methyl-thiazole-4-carboxamide FC1=NC(=CC(=C1)N(C=1SC(=C(N1)C(=O)NC1C(CC1)(C)C)C)C(C(C)S(=O)(=O)C)=O)F